ClC=1C=C(COC2CC(C2)C(=O)NCC2=C(C(=C(C=C2)C(F)(F)F)C=2NC(C=C(N2)C(F)(F)F)=O)F)C=C(C1)F 3-[(3-chloro-5-fluorobenzyl)oxy]-N-{2-fluoro-3-[6-oxo-4-(trifluoromethyl)-1,6-dihydropyrimidin-2-yl]-4-(trifluoromethyl)benzyl}cyclobutane-1-carboxamide